[1,1-biphenyl]-4,4'-diylbisphosphonit C1(=CC=C(C=C1)P([O-])[O-])C1=CC=C(C=C1)P([O-])[O-]